tert-butyl-N-[4-[5-[[4-methyl-6-(methylamino)pyrimidin-2-yl]amino]-2,3-dihydrobenzofuran-7-yl]cyclohex-3-en-1-yl]carbamate C(C)(C)(C)OC(NC1CC=C(CC1)C1=CC(=CC=2CCOC21)NC2=NC(=CC(=N2)C)NC)=O